P(=O)(OC)(OC)O[C@@H](C)C1=CC=C(C=C1)Cl dimethyl (S)-(1-(4-chlorophenyl) ethyl) phosphate